ClC1=C(SC=C1)[Si](C(C)C)(C(C)C)C(C)C (3-chlorothiophen-2-yl)triisopropylsilane